(3S,4R,5R,6S)-1-[(5R)-6-{[5-(3,5-difluorophenyl)-2-methyl-1,3-oxazol-4-yl]methoxy}-5-fluorohexyl]-3,4,5,6-azepanetetrol FC=1C=C(C=C(C1)F)C1=C(N=C(O1)C)COC[C@@H](CCCCN1C[C@@H]([C@H]([C@@H]([C@H](C1)O)O)O)O)F